ClC1=CC2=C(OCC(O2)(F)F)C=C1CN1OCC(C1=O)(C)C 2-[(6-chloro-3,3-difluoro-2H-1,4-benzodioxin-7-yl)methyl]-4,4-dimethyl-isoxazolidin-3-one